FC(C1=NN(C=C1C1=NN2C(N=C(C=C2)N2C[C@@H](OCC2)C)=C1C(=O)N)C1CCC(CC1)CO)F [3-(difluoromethyl)-1-[4-(hydroxymethyl)cyclohexyl]pyrazol-4-yl]-5-[(2S)-2-methylmorpholin-4-yl]pyrazolo[1,5-a]pyrimidine-3-carboxamide